o-hydroxy-α-methylstyrene OC1=C(C(=C)C)C=CC=C1